The molecule is a bile acid glycine conjugate of deoxycholic acid. It has a role as a human metabolite. It derives from a deoxycholic acid. It is a conjugate acid of a glycodeoxycholate. C[C@H](CCC(=O)NCC(=O)O)[C@H]1CC[C@@H]2[C@@]1([C@H](C[C@H]3[C@H]2CC[C@H]4[C@@]3(CC[C@H](C4)O)C)O)C